CC1=CC=CC(=N1)C1=NNC(=C1C1=NC2=CC(=CN=C2C=C1)N1CCNCC1)N 3-(6-methyl-2-pyridyl)-4-(7-piperazin-1-yl-1,5-naphthyridin-2-yl)-1H-pyrazol-5-amine